(Z)-(3-methoxyphenyl)-7-(pyridine-2-yl)hept-6-en-1-one COC=1C=C(C=CC1)C(CCCC\C=C/C1=NC=CC=C1)=O